3-(3-carbamoyl-2,4,6-tribromophenyl)propionic acid C(N)(=O)C=1C(=C(C(=CC1Br)Br)CCC(=O)O)Br